FC(F)(F)C1=C(C(OC2=CC=CC=C12)=O)C(F)(F)F bis-trifluoromethyl-coumarin